COC1=C(CN2CC(C(C2=O)CC2=CC(=C(C(=C2)F)F)F)C#N)C=CC(=C1)OC 1-(2,4-dimethoxybenzyl)-5-oxo-4-(3,4,5-trifluorobenzyl)pyrrolidine-3-carbonitrile